N[C@@H](CCC(=O)O)CC(=O)O β-homoglutamic acid